C(#N)CC(N1N=CC(=C1)C=1C2=C(N=CN1)NC=C2)C=2C=C(C=CC2)S(=O)(=O)N[C@@H](C)C2=CC=CC=C2 3-{2-cyano-1-[4-(7H-pyrrolo-[2,3-d]pyrimidin-4-yl)-1H-pyrazol-1-yl]ethyl}-N-[(1S)-1-phenylethyl]benzenesulfonamide